6-cyclopropyl-2-methyl-2,3-dihydropyrido[3,4-d]pyridazine-1,4,7(6H)-trione C1(CC1)N1C=C2C(NN(C(C2=CC1=O)=O)C)=O